OC1=C(C(=CC(=C1)C(F)(F)F)C)C1=NC=2C(=NC=C(N2)N2CC(C2)(O)C)N1C 1-[2-[2-hydroxy-6-methyl-4-(trifluoromethyl)phenyl]-1-methyl-imidazo[4,5-b]pyrazin-5-yl]-3-methyl-azetidin-3-ol